N1N=CC(=C1)CCNC1=NC(=NC(=C1C)C)C(=O)N1CC(C(C1)C1=CC=CC=C1)O (4-((2-(1H-pyrazol-4-yl)ethyl)amino)-5,6-dimethylpyrimidin-2-yl)(3-hydroxy-4-phenylpyrrolidin-1-yl)methanone